N6-{N-[(1r,4S)-4-(aminomethyl)cyclohexane-1-carbonyl]-4-fluoro-L-phenylalanyl}-N2-{[(1S)-1,3-dicarboxypropyl]carbamoyl}-L-lysine NCC1CCC(CC1)C(=O)N[C@@H](CC1=CC=C(C=C1)F)C(=O)NCCCC[C@H](NC(N[C@@H](CCC(=O)O)C(=O)O)=O)C(=O)O